tert-butyl 4-{[(4-{[6-(5-chloro-2-fluorophenyl)pyridazin-4-yl]amino} quinolin-7-yl)oxy]methyl}piperidine-1-carboxylate ClC=1C=CC(=C(C1)C1=CC(=CN=N1)NC1=CC=NC2=CC(=CC=C12)OCC1CCN(CC1)C(=O)OC(C)(C)C)F